(R)-4-(azetidin-3-ylethynyl)-1-((1-(2-cyanoacetyl)piperidin-3-yl)oxy)-7-isopropoxyisoquinoline-6-carboxamide N1CC(C1)C#CC1=CN=C(C2=CC(=C(C=C12)C(=O)N)OC(C)C)O[C@H]1CN(CCC1)C(CC#N)=O